O1C(=CC=C1)C=1C2=C(N=CN1)N(C1=C2N=CC=C1)[C@H]1[C@H](OC(C2=CC=CC=C2)=O)[C@H](OC(C2=CC=CC=C2)=O)[C@H](O1)COC(C1=CC=CC=C1)=O 4-(Furan-2-yl)-9-(2,3,5-tri-O-benzoyl-β-D-ribofuranosyl)-9H-pyrido[2',3':4,5]pyrrolo[2,3-d]pyrimidine